N-{3-[(4-Fluorophenyl)amino]pyridin-4-yl}-2-[(2-hydroxy-2-methylpropyl)amino]pyrimidine-5-carboxamide FC1=CC=C(C=C1)NC=1C=NC=CC1NC(=O)C=1C=NC(=NC1)NCC(C)(C)O